7-(3-chlorobicyclo[1.1.1]pentan-1-yl)-4,4-dimethyl-7-oxoheptanenitrile ClC12CC(C1)(C2)C(CCC(CCC#N)(C)C)=O